N'-diphenylethyl-propane-1,3-diamine C1(=CC=CC=C1)C(CNCCCN)C1=CC=CC=C1